[Si](C)(C)(C(C)(C)C)OC[C@]1(O[C@H]([C@H]2[C@@H]1OC(O2)(C)C)C2=CC=C1C(=NC=NN12)NC(OC(C)(C)C)=O)CO tert-butyl (7-((3aS,4S,6R,6aS)-6-(((tert-butyldimethylsilyl)oxy)methyl)-6-(hydroxymethyl)-2,2-dimethyltetrahydrofuro[3,4-d][1,3]dioxol-4-yl)pyrrolo[2,1-f][1,2,4]triazin-4-yl)carbamate